C(C)(=O)C=1C=C(C=CC1)NC(=O)NC=1C=C2C(N(C(=NC2=CC1)C1CCCCC1)CCOC)=O 1-(3-acetylphenyl)-3-(2-cyclohexyl-3-(2-methoxyethyl)-4-oxo-3,4-dihydroquinazolin-6-yl)urea